ClC=1C=C(C(=O)NC2=C3C(N(C=NC3=CC=C2)CCC2=C(C=CC=C2)OC)=O)C=CC1OCOCC[Si](C)(C)C 3-chloro-N-{3-[2-(2-methoxyphenyl)ethyl]-4-oxo-3,4-dihydroquinazolin-5-yl}-4-{[2-(trimethylsilyl)ethoxy]methoxy}benzamide